[Si](C)(C)(C(C)(C)C)OCCNC=1C=2C=CC=NC2C(=CN1)C1=CC=C(C=C1)C(F)(F)F N-(2-((tert-butyldimethylsilyl)oxy)ethyl)-8-(4-(trifluoromethyl)phenyl)-1,6-naphthyridin-5-amine